C(C=C)(=O)N1[C@@H](C[C@H](CC1)N1C=NC=2C(=NC=3C(=C(C(=CC3C21)Cl)C2=CC=CC=1OCCOC12)F)N1CC(C1)N(C)C)CC#N 2-((2S,4S)-1-acryloyl-4-(8-chloro-7-(2,3-dihydrobenzo[b][1,4]dioxin-5-yl)-4-(3-(dimethylamino)azetidin-1-yl)-6-fluoro-1H-imidazo[4,5-c]quinolin-1-yl)piperidin-2-yl)acetonitrile